2-chloro-N,N-dimethyl-4-(3-((S or R)-6-((R or S)-3,3,3-trifluoro-2-hydroxy-2-(3-methoxyphenyl)propanoyl)-6-azaspiro[2.5]octan-1-yl)propoxy)benzamide ClC1=C(C(=O)N(C)C)C=CC(=C1)OCCC[C@H]1CC12CCN(CC2)C([C@@](C(F)(F)F)(C2=CC(=CC=C2)OC)O)=O |o1:16,25|